sodium (2S,3S,5R)-3-methyl-7-oxo-3-(1H-1,2,3-triazol-1-ylmethyl)-4-thia-1-azabicyclo[3.2.0]heptane-2-carboxylate-4,4-dioxide C[C@@]1([C@@H](N2C(C[C@H]2S1(=O)=O)=O)C(=O)[O-])CN1N=NC=C1.[Na+]